CC(C)(OC(NCCCOCCOCCOCCCNC(COC1=C(C(C(=O)OC)=CC=C1)C(=O)OC)=O)=O)C Dimethyl 3-((2,2-dimethyl-4,20-dioxo-3,9,12,15-tetraoxa-5,19-diazahenicosan-21-yl)oxy)phthalate